bromo-2-(methylsulfinyl)-1,1'-biphenyl BrC=1C(=C(C=CC1)C1=CC=CC=C1)S(=O)C